methyl 4-benzyl-3-oxo-3,4-dihydro-2H-benzo[b][1,4]thiazine-6-carboxylate C(C1=CC=CC=C1)N1C2=C(SCC1=O)C=CC(=C2)C(=O)OC